ClC=1C=CC=2C(C3=CC=C(C=C3OC2C1)Cl)NC(=O)C=1C(NC(=C(C1)C)C(F)(F)F)=O N-(3,6-dichloro-9H-xanthen-9-yl)-5-methyl-2-oxo-6-(trifluoromethyl)-1,2-dihydropyridine-3-carboxamide